2-Chloro-N-[1-(2-methylpyridin-4-yl)-1H-indazol-4-yl]-5-[({[1-(trifluoromethyl)cyclopropyl]carbonyl}amino)methyl]benzamide ClC1=C(C(=O)NC2=C3C=NN(C3=CC=C2)C2=CC(=NC=C2)C)C=C(C=C1)CNC(=O)C1(CC1)C(F)(F)F